2-(difluoromethyl)-5-(4-isocyanato-2-(2-trityl-2H-tetrazol-5-yl)phenyl)pyridine FC(C1=NC=C(C=C1)C1=C(C=C(C=C1)N=C=O)C=1N=NN(N1)C(C1=CC=CC=C1)(C1=CC=CC=C1)C1=CC=CC=C1)F